FC=1C=C(C=CC1)NC(N(C)C1=CC=2OC(C(=CC2S1)C(=O)O)=O)=O 2-(3-(3-fluorophenyl)-1-methylureido)-5-oxo-5H-thieno[3,2-b]pyran-6-carboxylic acid